FC1=CC=C(C=C1)[C@H](C)NC(CN1N=NC2=C(C1=O)C=CC=C2)=O (S)-N-(1-(4-fluorophenyl)ethyl)-2-(4-oxo-benzo[d][1,2,3]triazin-3(4H)-yl)acetamide